The molecule is a polysaccharide derivative comprised of a [2)-alpha-L-Rhap(III)-(1->2)-alpha-L-Rhap(II)-(1->3)-alpha-L-Rhap(I)-(1->3)-beta-D-GlcpNAc-(1->] tetrasaccharide repeat modified by the (1->4) linkage of an alpha-D-glucosyl group to the GlcNAc residue and by addition of an acetyl group to either O-3 or O-4 of many of the Rha(III) residues (65% to O-3; 25% to O-4). The structure provided is representative of that in Shigella flexneri serotype 1a and shows the most common repeating unit. It has a role as an antigen. C[C@H]1[C@@H]([C@H]([C@H]([C@@H](O1)O[C@@H]2[C@H]([C@@H](O[C@H]([C@@H]2O)O[C@@H]3[C@H]([C@@H](O[C@@H]([C@H]3O[C@@H]4[C@@H]([C@H]([C@@H]([C@H](O4)CO)O)O)O)CO)O)NC(=O)C)C)O)O[C@H]5[C@@H]([C@@H]([C@H]([C@@H](O5)C)O)OC(=O)C)O)O)O